C1(=CC=CC=C1)N(C1=CC(=CC(=C1)N(C=1C=CC=2N(C3=CC=CC=C3C2C1)C1=CC=CC=C1)C1=CC=CC=C1)N(C=1C=CC=2N(C3=CC=CC=C3C2C1)C1=CC=CC=C1)C1=CC=CC=C1)C=1C=CC=2N(C3=CC=CC=C3C2C1)C1=CC=CC=C1 N,N',N''-Triphenyl-N,N',N''-tris(9-phenylcarbazol-3-yl)benzene-1,3,5-triamine